C(CCC)C1N(CCC1N)C1=CC=C2C(=N1)OCC=1C=C(C=CC12)B1OC(C(O1)(C)C)(C)C butyl-1-[8-(4,4,5,5-tetramethyl-1,3,2-dioxaborolan-2-yl)-6H-isochromeno[3,4-b]pyridin-3-yl]pyrrolidin-3-amine